N-(5-(2-Fluoro-2-methylpropoxy)-1,3,4-thiadiazol-2-yl)-4-(2-fluoro-6-methoxyphenyl)-6-methylnicotinamide FC(COC1=NN=C(S1)NC(C1=CN=C(C=C1C1=C(C=CC=C1OC)F)C)=O)(C)C